C1(CC1)C1=C(C=CC(=C1)C#N)C1=C(C=CC(=C1)F)OC=1C(=NC=NC1)N1CC2(CC1)CN(CC2)CC2=CC1=C(N(C(N1)=O)CC)C=C2 2-cyclopropyl-2'-((4-(7-((1-ethyl-2-oxo-2,3-dihydro-1H-benzo[d]imidazol-5-yl)methyl)-2,7-diazaspiro[4.4]non-2-yl)pyrimidin-5-yl)oxy)-5'-fluoro-[1,1'-biphenyl]-4-carbonitrile